2-(3-methoxy-4-((4-(trifluoromethyl)benzyl)oxy)phenyl)-4,4,5,5-tetramethyl-1,3,2-dioxaborolane COC=1C=C(C=CC1OCC1=CC=C(C=C1)C(F)(F)F)B1OC(C(O1)(C)C)(C)C